C(C)(C)(C)OC(=O)N1C[C@@H](N(C[C@H]1CC)C1=NC(=NC=2N1N=C(C2)C(=O)OCC)O)C ethyl 4-((2S,5R)-4-(tert-butoxycarbonyl)-5-ethyl-2-methylpiperazin-1-yl)-2-hydroxypyrazolo[1,5-a][1,3,5]triazine-7-carboxylate